FC1=C(C=CC(=C1)F)C1C(CNC1)C(=O)O 4-(2,4-difluorophenyl)pyrrolidine-3-carboxylic acid